COC(/C(/C)=N/N(C)C1=C(C=C(C=C1)CCO)Br)=O.ClC1=CC(=C(C(=O)NC=2C=NNC(C2)=O)C=C1Cl)OC1=C(C=C(C=C1)F)OC 4,5-dichloro-2-(4-fluoro-2-methoxyphenoxy)-N-(6-oxo-1,6-dihydropyridazin-4-yl)benzamide Methyl-(E)-2-(2-(2-bromo-4-(2-hydroxyethyl)phenyl)-2-methylhydrazono)propanoate